1-(3-{[4-Methylmorpholin-2-yl]methoxy}pyridin-4-yl)methylamine CN1CC(OCC1)COC=1C=NC=CC1CN